C1(=CC=CC=C1)N(C1=CC=CC=C1)[Al](CC)N(C1=CC=CC=C1)C1=CC=CC=C1 bis(diphenylamino)(ethyl)aluminum